O=C1N(CCC1)C1=CC=C(C=C1)C=1C=C(C=NC1)C1=CC=NC2=C1C=C1N2CCNC1=O 4-(5-(4-(2-oxopyrrolidin-1-yl)phenyl)pyridin-3-yl)-8,9-dihydropyrido[3',2':4,5]pyrrolo[1,2-a]pyrazin-6(7H)-one